ethylene glycol hydroxycaproate OC(C(=O)OCCO)CCCC